ethyl 4-[2-(1-aminocyclopropyl)acetamido]-1-methylimidazole-2-carboxylate NC1(CC1)CC(=O)NC=1N=C(N(C1)C)C(=O)OCC